(R)-3,4-difluoro-N-((1-(4-(hydroxyamino)-4-oxo-1-(5,6,7,8-tetrahydronaphthalen-2-yl)butan-2-yl)-1H-1,2,3-triazol-4-yl)methyl)benzamide FC=1C=C(C(=O)NCC=2N=NN(C2)[C@H](CC2=CC=3CCCCC3C=C2)CC(=O)NO)C=CC1F